C(#N)C(C)(C)C=1C=C(C(=O)NC(C)C2=NC=CN=C2C2=NC=C(C=C2)OC(F)F)C=C(C1)C(F)(F)F 3-(1-cyano-1-methyl-ethyl)-N-[1-[3-[5-(difluoromethoxy)-2-pyridyl]pyrazin-2-yl]ethyl]-5-(trifluoromethyl)benzamide